ClC1=CC(=NC=C1)CSCC 4-Chloro-2-((ethylsulfanyl)methyl)pyridine